3-(1,1-difluoro-2-hydroxyethyl)-4-fluorobenzoic acid methyl ester COC(C1=CC(=C(C=C1)F)C(CO)(F)F)=O